NC1=NC(=CC(=N1)N1N=NC2=C1C=C(C=C2)O)C=2OC=CC2 1-[2-amino-6-(furan-2-yl)pyrimidin-4-yl]-1H-1,2,3-benzotriazol-6-ol